7-fluoro-3-(3-hydroxyphenyl)-2-methylquinazolin-4(3H)-one FC1=CC=C2C(N(C(=NC2=C1)C)C1=CC(=CC=C1)O)=O